(R)-N-(4,4-difluoro-1-methylpyrrolidin-3-yl)-5-(1-(2,2-difluoroethyl)-1H-benzo[d][1,2,3]triazol-6-yl)-4-methoxypyrrolo[2,1-f][1,2,4]triazin-2-amine FC1([C@@H](CN(C1)C)NC1=NN2C(C(=N1)OC)=C(C=C2)C=2C=CC1=C(N(N=N1)CC(F)F)C2)F